4-((dimethylamino)methyl)-5-(tetrahydro-2H-pyran-4-yl)benzene-1,2-diamine CN(C)CC=1C=C(C(=CC1C1CCOCC1)N)N